tert-butyl ((3-(6-(3-buten-1-yl)-2-(4,4-difluoroazepan-1-yl)nicotinamido) phenyl)(methyl)(oxo)-λ6-sulfaneylidene)carbamate C(CC=C)C1=NC(=C(C(=O)NC=2C=C(C=CC2)S(=O)(C)=NC(OC(C)(C)C)=O)C=C1)N1CCC(CCC1)(F)F